C(CCCCCCCCCCC)(=O)N[C@@H](CCCCN)C(=O)O LAUROYL-LYSINE